CC1(N(CCC(C1)C1=CC=CC=C1)C(=O)NCCC1=CC=CC=C1)C 2,2-dimethyl-N-phenethyl-4-phenylpiperidine-1-carboxamide